[Cl-].[Cl-].[Ti+2].ClC1=C(OC2=C(C=CC2)C(C)(C)C)C(=CC(=C1)Cl)Cl 2,4,6-trichlorophenoxy(2-tert-butylcyclopentadiene) titanium dichloride